3-(3-(4-bromobenzyl)-1-(4-chlorophenyl)-2,5-dioxoimidazol-4-yl)propionic acid BrC1=CC=C(CN2C(N(C(C2CCC(=O)O)=O)C2=CC=C(C=C2)Cl)=O)C=C1